7-chloro-10-(3-(4-chloro-3,5-dimethylphenoxy)propyl)-3-ethyl-1-oxo-6-(1,3,5-trimethyl-1H-pyrazol-4-yl)-3,4-dihydropyrazino[1,2-a]indol ClC=1C=CC=2C(=C3N(C2C1C=1C(=NN(C1C)C)C)CC(NC3=O)CC)CCCOC3=CC(=C(C(=C3)C)Cl)C